ClC=1C=C(C=CC1C(=O)N1CCN(CC1)C(=O)C1CCNCC1)NC(=O)C=1N(C(=CN1)C1=C(C(=C(C=C1)C=1C=NN(C1COC)CCOC)F)F)C N-[3-chloro-4-[4-(piperidine-4-carbonyl)piperazine-1-carbonyl]phenyl]-5-[2,3-difluoro-4-[1-(2-methoxyethyl)-5-(methoxymethyl)pyrazol-4-yl]phenyl]-1-methyl-imidazole-2-carboxamide